6-[2-[6-(2-hexyldecanoyloxy)hexoxy]-3-[2-[2-[2-[2-[2-(1H-imidazole-4-carbonylamino)ethoxy]ethoxy]ethoxy]ethoxy]ethyl-octyl-amino]-3-oxo-propoxy]hexyl 2-hexyldecanoate C(CCCCC)C(C(=O)OCCCCCCOCC(C(=O)N(CCCCCCCC)CCOCCOCCOCCOCCNC(=O)C=1N=CNC1)OCCCCCCOC(C(CCCCCCCC)CCCCCC)=O)CCCCCCCC